N-capryloyl-alanine isopropyl ester C(C)(C)OC([C@@H](NC(CCCCCCC)=O)C)=O